7-methoxy-3-methyl-2,3-dihydropyrido[3,4-d]pyridazine-1,4-dione COC1=CC2=C(C(N(NC2=O)C)=O)C=N1